C(=O)C=1C=NN(C1)C1CCN(CC1)C(=O)OC(C)(C)C tert-butyl 4-(4-formyl-1H-pyrazol-1-yl)piperidine-1-carboxylate